N1CC(OCC1)CC(=O)NC1=CC=C(C=C1)C1=C(OC(=C1)[N+](=O)[O-])C(=O)N (4-(2-morpholinyl)acetamidophenyl)-5-nitrofuran-2-carboxamide